C(C1=CC=CC=C1)P(CC1=CC=CC=C1)CC1=CC=CC=C1 tris(benzyl)phosphin